C[Si](O[Si](O[Si](OC1=CC=CC=C1)(OC1=CC=CC=C1)OC1=CC=CC=C1)(C)C)(C)C 1,1,1,3,3-pentamethyl-5,5,5-triphenoxytrisiloxane